N-propargylisatoic anhydride C(C#C)N1C=2C(C(=O)OC1=O)=CC=CC2